GlyME methyl-5-(7-fluoro-3,4-dihydrobenzo[b][1,4]oxazepine-5(2H)-yl)-2-(N-methyl-2,2-diphenylacetamido)benzoate COC(C1=C(C=CC(=C1)N1C2=C(OCCC1)C=CC(=C2)F)N(C(C(C2=CC=CC=C2)C2=CC=CC=C2)=O)C)=O.C(OC)COC